tert-butyl (S)-2-(((3-(4-decylphenyl)-1,2,4-oxadiazol-5-yl)methyl)carbamoyl)azetidine-1-carboxylate C(CCCCCCCCC)C1=CC=C(C=C1)C1=NOC(=N1)CNC(=O)[C@H]1N(CC1)C(=O)OC(C)(C)C